CC1=C(N)C=C(C=C1)C1=NOC(=N1)CC1OCCCC1 2-methyl-5-(5-((tetrahydro-2H-pyran-2-yl)methyl)-1,2,4-oxadiazol-3-yl)aniline